6-(2-chloro-5-fluoro-4-methylphenyl)-1H-indazole-4-carboxylic acid methyl ester COC(=O)C=1C=2C=NNC2C=C(C1)C1=C(C=C(C(=C1)F)C)Cl